tert-butyl 5-(5-fluoro-2-((5-(2-oxopyrrolidin-1-yl)pyridin-3-yl)amino)pyrimidin-4-yl)-3,6-dihydropyridine-1(2H)-carboxylate FC=1C(=NC(=NC1)NC=1C=NC=C(C1)N1C(CCC1)=O)C1=CCCN(C1)C(=O)OC(C)(C)C